C(C=C)C1=C(C(=C(C(=C1Cl)Cl)Cl)CC=C)CC=C Triallyl-Trichlorobenzol